C(C1=CC=CC=C1)OC1=CC(=CC2=C1C=C(O2)C2SC=1C(=N2)N=C(N1)OC)OC 2-(4-(benzyloxy)-6-methoxybenzofuran-2-yl)-5-methoxyimidazo[5,4-d]thiazole